5-chloro-1'-[2-({2-[(cis)-3-hydroxy-3-methylcyclobutyl]pyrimidin-5-yl}oxy)ethyl]-1,2-dihydrospiro[indole-3,4'-piperidin]-2-one ClC=1C=C2C(=CC1)NC(C21CCN(CC1)CCOC=1C=NC(=NC1)C1CC(C1)(C)O)=O